O1CC(CCC1)CNC(=O)C=1N=NN(C1)CCCCN1N=NC(=C1)C(NCC1=CC(=CC=C1)OC(F)(F)F)=O N-(oxan-3-ylmethyl)-1-{4-[4-({[3-(trifluoromethoxy)phenyl]methyl}carbamoyl)-1H-1,2,3-triazol-1-yl]butyl}-1H-1,2,3-triazole-4-carboxamide